COC(C1=CC(=CC=C1)NC1=NC(=NC=C1F)NC1=CC=C(C=C1)N1CCN(CC1)CC)=O 3-((2-((4-(4-ethylpiperazin-1-yl)phenyl)amino)-5-fluoropyrimidin-4-yl)amino)benzoic acid methyl ester